N2-(5-(thiophen-3-yl)pyridin-2-yl)-N4-(3-(trifluoromethyl)phenyl)pyrimidine-2,4-diamine S1C=C(C=C1)C=1C=CC(=NC1)NC1=NC=CC(=N1)NC1=CC(=CC=C1)C(F)(F)F